N-((3-fluoropyridin-2-yl)methyl)-2-(2-((2-(1-(3-methoxyphenyl)-6,7-dihydro-1H-[1,4]dioxino[2',3':4,5]benzo[1,2-d]imidazol-2-yl)ethyl)amino)ethyl)oxazole-4-carboxamide FC=1C(=NC=CC1)CNC(=O)C=1N=C(OC1)CCNCCC1=NC2=C(N1C1=CC(=CC=C1)OC)C=C1C(=C2)OCCO1